(4-amino-1-methyl-1H-pyrazolo[4,3-c][1,7]naphthyridin-8-yl)((4aS,9aR)-7-bromo-8-fluoro-2-methyl-2,3,9,9a-tetrahydroindeno[2,1-b][1,4]oxazin-4(4aH)-yl)methanone NC1=NC=2C=NC(=CC2C2=C1C=NN2C)C(=O)N2[C@@H]1[C@H](OC(C2)C)CC=2C(=C(C=CC21)Br)F